potassium monoperoxysulfonate S(=O)(=O)O[O-].[K+]